2-(2-Chlorophenyl)-N-[4-(2H-pyrazolo[3,4-c]pyridin-2-yl)-3-sulfamoylphenyl]acetamide ClC1=C(C=CC=C1)CC(=O)NC1=CC(=C(C=C1)N1N=C2C=NC=CC2=C1)S(N)(=O)=O